FC1=CC=C(C=C1)C=1C(C(C=NC1)C(=O)N)=O 5-(4-fluorophenyl)-4-oxopyridine-3-carboxamide